C1(=CC=CC=C1)C1=C2C(OC(C2=CC=C1C(=O)OC[C@@H]1[C@H](C[C@@H](O1)N1CN=C2C(N)(N=CN=C12)C)O)=O)=O 6-methyl-deoxyadenosine phenyl-1,3-dioxo-1,3-dihydroisobenzofuran-5-carboxylate